(2R)-2-amino-3-(1H-imidazol-4-yl)propanoic acid N[C@@H](C(=O)O)CC=1N=CNC1